(3aS,5aS,8R,9R,10aS)-9-(tert-butyl)-9-hydroxy-2,4,7-trioxo-6-(2-methyl phenyl)octahydro-4H,9H-furo[3'',2'':2',3']cyclopenta[1',2':3,4]furo[2,3-b]pyrrol-8-yl benzoate C(C1=CC=CC=C1)(=O)O[C@@H]1C23[C@@H](N(C1=O)C1=C(C=CC=C1)C)OC([C@]21[C@H](C[C@@]3(O)C(C)(C)C)OC(C1)=O)=O